S(=O)(=O)=C1C(C=CC(C1)=S(=O)=O)C(=[NH+][O-])C(C)(C)C 2,4-disulfonyl-phenyl-tert-butyl-nitrone